1-[2-(difluoromethoxy)-5-fluoro-4-methylphenyl]-N-[(3R)-1-methylpiperidin-3-yl]pyrido[3,4-d]pyridazin-4-amine FC(OC1=C(C=C(C(=C1)C)F)C1=C2C(=C(N=N1)N[C@H]1CN(CCC1)C)C=NC=C2)F